6-bromo-2-(2-(methylsulfonyl)ethyl)-5-nitro-2H-indazole BrC=1C(=CC2=CN(N=C2C1)CCS(=O)(=O)C)[N+](=O)[O-]